phenol monohydrochloride monohydrate O.Cl.C1(=CC=CC=C1)O